N-(azetidin-3-yl)-5-((6s,8r)-7-((1-fluorocyclopropyl)methyl)-8-methyl-6,7,8,9-tetrahydro-3H-pyrazolo[4,3-f]isoquinolin-6-yl)-4-methoxypyridin-2-amine N1CC(C1)NC1=NC=C(C(=C1)OC)[C@H]1N([C@@H](CC2=C3C(=CC=C12)NN=C3)C)CC3(CC3)F